Lithium 4,7-dicyano-2-pentafluoroethylbenzimidazolide C(#N)C1=CC=C(C=2N=C([N-]C21)C(C(F)(F)F)(F)F)C#N.[Li+]